4,5-dimethylbenzene-1,2-diamine CC=1C=C(C(=CC1C)N)N